N=1N=CN(C1)C1=CC(=C2C=NNC2=C1)N1CC(C1)OCCCCNCC=1C=C(C=C(C1)C)CC#N 2-(3-(((4-((1-(6-(4H-1,2,4-triazol-4-yl)-1H-indazol-4-yl)azetidin-3-yl)oxy)butyl)amino)methyl)-5-methylphenyl)acetonitrile